C(C(C)C)C1=CC=C(C=C1)[C@@H](C(=O)NC1=NC=CC=C1C)C (S)-2-(4-isobutylphenyl)-N-(3-methylpyridin-2-yl)propionamide